CC1=C(C=CC=C1)[C@@H](C)N (1R)-1-(2-methylphenyl)ethan-1-amine